tert-butyl 5-(bromomethyl)-2,3-dioxoindoline-1-carboxylate BrCC=1C=C2C(C(N(C2=CC1)C(=O)OC(C)(C)C)=O)=O